5-phenylpyridine-2,3-diamine C1(=CC=CC=C1)C=1C=C(C(=NC1)N)N